C1(CCCC1)CC(C)=O 3-cyclopentylacetone